CC1=C(C(=CC(=C1)[N+](=O)[O-])[N+](=O)[O-])O 2-methyl-4,6-dinitrophenol